Cl.OC(COC(C(=C)C)=O)C.C[NH+](C)C trimethylammonium 2-hydroxypropylmethacrylate hydrochloride